FC1=CC2=C(N(C(N=C2N2[C@H](CN(CC2)C(C=C)=O)C)=O)C2=NC=CN=C2C(C)C)N=C1C1=C(C=CC=C1O)F 6-fluoro-7-(2-fluoro-6-hydroxyphenyl)-4-((2S)-2-methyl-4-(2-propenoyl)-piperazinyl)-1-(3-(2-propanyl)-2-pyrazinyl)pyrido[2,3-d]pyrimidin-2(1H)-one